FC1=C(C(=O)C2=CC=C(C=C2)F)C=CC(=C1)F 2,4,4'-trifluorobenzophenone